O1C[C@@H](CC1)OC=1C=C(C=C(C1)C(N[C@H](C)C=1C=NC(=NC1)C(F)(F)F)=O)C=1SC(=CN1)C(=O)O 2-{3-[(3R)-tetrahydrofuran-3-yloxy]-5-({(1R)-1-[2-(trifluoromethyl)pyrimidin-5-yl]ethyl}carbamoyl)phenyl}-1,3-thiazole-5-carboxylic acid